rel-4-(((R)-8-fluoro-2,4,5-trimethyl-4,5-dihydro-2H-[1,2,3]triazolo[4,5-c]quinolin-6-yl)amino)-6-((1S,2S)-2-fluorocyclopropane-1-carboxamido)-N-(methyl-d3)nicotinamide FC1=CC=2C=3C([C@H](N(C2C(=C1)NC1=CC(=NC=C1C(=O)NC([2H])([2H])[2H])NC(=O)[C@H]1[C@H](C1)F)C)C)=NN(N3)C |o1:6,28,29|